FC1(CCC2=C1N=C(N=C2C=2C=CC(=C(C2)[S@@](=O)(C)=N)OC(F)F)N2[C@H]([C@@H](C2)O)C)F (S)-(5-(7,7-difluoro-2-((2S,3R)-3-hydroxy-2-methylazetidin-1-yl)-6,7-dihydro-5H-cyclopenta[d]pyrimidin-4-yl)-2-(difluoromethoxy)phenyl)(imino)(methyl)-λ6-sulfanone